(1S,2S)-2-fluoro-N-(3-(6-((S)-1-hydroxypropyl)-4-methylpyridin-3-yl)-1-methyl-2-oxo-1,2-dihydro-1,6-naphthyridin-7-yl)cyclopropane-1-carboxamide F[C@@H]1[C@@H](C1)C(=O)NC1=NC=C2C=C(C(N(C2=C1)C)=O)C=1C=NC(=CC1C)[C@H](CC)O